C(C)(C)(C)OC(=O)N1C[C@@H](CCC1)NC1=[N+](C=CC=C1C(=O)OC)[O-] (R)-2-((1-(tertbutoxycarbonyl)piperidin-3-yl)amino)-3-(methoxycarbonyl)pyridine 1-oxide